(S)-3-((S)-sec-butyl)-4-(4-methoxy-5-nitropyrimidin-2-yl)-1,3,4,5-tetrahydro-2H-benzo[e][1,4]diazepin-2-one [C@H](C)(CC)[C@@H]1N(CC2=C(NC1=O)C=CC=C2)C2=NC=C(C(=N2)OC)[N+](=O)[O-]